5-amino-4-bromofuro[2,3-c]pyridine-2-carbonitrile NC=1C(=C2C(=CN1)OC(=C2)C#N)Br